CN(C(=O)C1=C(C=CC=C1)B(O)O)C 2-(DIMETHYLAMINOCARBONYL)BENZENEBORONIC ACID